C(C)(C)(C)C1=CC2=CC3=C(OC4=C3C=C(C=C4)NC4=C(C=C(C=C4)C(C)(C)C)C4=CC=CC=C4)C=C2C=C1 9-(tert-butyl)-N-(5-(tert-butyl)-[1,1'-biphenyl]-2-yl)naphtho[2,3-b]benzofuran-2-amine